2-chloro-N-[3-fluoro-2-methyl-4-trifluoromethylphenyl]acetamide ClCC(=O)NC1=C(C(=C(C=C1)C(F)(F)F)F)C